N,N-dimethyl-L-tryptophan CN([C@@H](CC1=CNC2=CC=CC=C12)C(=O)O)C